O=S1(N(CCC1)CC1=CC2=C(N(C=N2)C2=CC=C(C(=N2)N2N=C(C=C2C)C#N)C(C)O)C=C1)=O 1-[6-[5-[(1,1-dioxo-1,2-thiazolidine-2-yl)methyl]benzimidazol-1-yl]-3-(1-hydroxyethyl)-2-pyridinyl]-5-methyl-pyrazole-3-carbonitrile